ClC1=C2C3=C(N=CN=C3C=C1C1=C3C(=NC=C1C)NN=C3)N3[C@H](CO2)CN(CC3)C(=O)OC(C)(C)C tert-butyl (8aS)-6-chloro-5-(5-methyl-1H-pyrazolo[3,4-b]pyridin-4-yl)-8a,9,11,12-tetrahydropyrazino[2',1':3,4][1,4]oxazepino[5,6,7-de]-quinazoline-10(8H)-carboxylate